3-[1-(1H-1,3-benzodiazol-2-yl)imidazo[1,5-a]pyrazin-6-yl]-2,4-difluoroaniline N1C(=NC2=C1C=CC=C2)C=2N=CN1C2C=NC(=C1)C=1C(=C(N)C=CC1F)F